dimethyl-(phenyl)sulfur triflate [O-]S(=O)(=O)C(F)(F)F.C[S+](C1=CC=CC=C1)C